tetracosanol glutamate N[C@@H](CCC(=O)O)C(=O)O.C(CCCCCCCCCCCCCCCCCCCCCCC)O